ClC1=CC=2N(C=C1C)N=C(C2)CO (5-chloro-6-methylpyrazolo[1,5-a]pyridin-2-yl)methanol